[Na+].[Na+].O[B-]1(CCC=2C=CC(=C(C2O1)C(=O)O)OC1CN(C1)C(=O)C1=[N+](C=CC=C1)[O-])O.O[B-]1(CCC=2C=CC(=C(C2O1)C(=O)O)OC1CN(C1)C(=O)C1=[N+](C=CC=C1)[O-])O 4,4-dihydroxy-8-{[1-(1-oxido-2-pyridinylcarbonyl)azetidin-3-yl]oxy}-5-oxa-4-boranuidabicyclo[4.4.0]deca-1(6),7,9-triene-7-carboxylic acid disodium salt